N[C@H](CO)C1=CC=CC=C1 (S)-2-amino-2-phenyl-ethanol